2-(3-(2-(5-((4,6-difluoro-1H-indol-5-yl)oxy)-2-fluorophenyl)-1,4,6,7-tetrahydropyrano[3,4-d]imidazol-4-yl)phenyl)acetic acid FC1=C2C=CNC2=CC(=C1OC=1C=CC(=C(C1)C=1NC2=C(N1)C(OCC2)C=2C=C(C=CC2)CC(=O)O)F)F